9-fluoro-5-(4-fluorophenyl)-6-tetrahydropyran-4-yl-1,8-dihydropyrazolo[4,3-g]Quinolin-7-one FC=1C2=C(C=C3C(=C(C(NC13)=O)C1CCOCC1)C1=CC=C(C=C1)F)C=NN2